4-(3-(5-(difluoromethyl)-1,3,4-thiadiazol-2-yl)-6-(N-(1-methylcyclopropyl)sulfamoyl)imidazo[1,5-a]pyridin-8-yl)-N,N-dimethyl-3,6-dihydropyridine-1(2H)-carboxamide FC(C1=NN=C(S1)C1=NC=C2N1C=C(C=C2C=2CCN(CC2)C(=O)N(C)C)S(NC2(CC2)C)(=O)=O)F